NCCOCCOCCC(=O)NC1=C(C(=O)NC=2SC(=C(N2)C)C)C=C(C=C1)Cl 2-(3-(2-(2-Aminoethoxy)ethoxy)propanamido)-5-chloro-N-(4,5-dimethylthiazol-2-yl)benzamide